C(C)(C)C1=CC=C(C=C1)N1C=2N(CC(C1)CNC(C=C)=O)N=CC2 N-((4-(4-isopropylphenyl)-4,5,6,7-tetrahydropyrazolo[1,5-a]pyrimidin-6-yl)methyl)acrylamide